2,4,6-tris[3-(diphenylphosphino)phenyl]-1,3,5-triazine C1(=CC=CC=C1)P(C=1C=C(C=CC1)C1=NC(=NC(=N1)C1=CC(=CC=C1)P(C1=CC=CC=C1)C1=CC=CC=C1)C1=CC(=CC=C1)P(C1=CC=CC=C1)C1=CC=CC=C1)C1=CC=CC=C1